(hydroxymethyl)Tris(hydroxymethyl)phosphine 3-HEXENOATE C(CC=CCC)(=O)O.OCP(CO)(CO)CO